(1R,2R)-diphenylethylenediamine C(N)(C1=CC=CC=C1)C(N)C1=CC=CC=C1